N-(3-(Benzo[b]thiophene-2-carboxamido)-4-methylphenyl)-2,3-dihydrobenzo[b][1,4]dioxine-6-carboxamide S1C2=C(C=C1C(=O)NC=1C=C(C=CC1C)NC(=O)C1=CC3=C(OCCO3)C=C1)C=CC=C2